N1(CCOCC1)C1=NC2=C(N=CC=C2C(=C1)C=1C=C(C(=O)N)C=CC1)C1=CC=NN1 3-[2-(morpholin-4-yl)-8-(1H-pyrazol-5-yl)-1,7-naphthyridine-4-yl]benzamide